O1C(CCCC1)N1N=CC2=CC=C(C=C12)C(=O)O 1-(tetrahydropyran-2-yl)-1H-indazole-6-carboxylic acid